2-[1-(3-ethoxy-4-methoxyphenyl)-2-methylsulfonylethyl]-4-acetamidoisoindoline-1,3-dione C(C)OC=1C=C(C=CC1OC)C(CS(=O)(=O)C)N1C(C2=CC=CC(=C2C1=O)NC(C)=O)=O